ClCC=1C=C2C=C(C(OC2=CC1)=O)C(=O)OC1=CC=C(C=C1)N1CCN(CC1)C(=O)OC(C)(C)C tert-butyl 4-(4-((6-(chloromethyl)-2-oxo-2H-chromene-3-carbonyl)oxy)phenyl)piperazine-1-carboxylate